1-((3aR,3bR,4aS,5R,5aS)-3b-(((tert-butyldiphenylsilyl)oxy)methyl)-2,2-dimethylhexahydrocyclopropa[3,4]cyclopenta[1,2-d][1,3]dioxol-5-yl)-4,6-dichloro-1H-imidazo[4,5-c]pyridine [Si](C1=CC=CC=C1)(C1=CC=CC=C1)(C(C)(C)C)OC[C@@]12[C@@H]([C@H]([C@@H]3OC(O[C@@H]31)(C)C)N3C=NC=1C(=NC(=CC13)Cl)Cl)C2